FC(CN1N=C(C=C1CN1N=C(N=N1)C(F)(F)F)C(=O)OCC)F ethyl 1-(2,2-difluoroethyl)-5-[[5-(trifluoromethyl)tetrazol-2-yl]methyl]pyrazole-3-carboxylate